FC=1C=C(C=C(C1)F)C=1C=C2CCC(C2=CC1)NC(O[C@@H]1CN2CCC1CC2)=O (S)-quinuclidin-3-yl (5-(3,5-difluorophenyl)-2,3-dihydro-1H-inden-1-yl)carbamat